[Zr].NCCCCCCCCCC aminodecane zirconium